C[C@H]1CC[C@@H](N(C1)C(C(=O)N)=O)C=1C=NC(=CC1)C 2-((2R,5S)-5-methyl-2-(6-methylpyridin-3-yl)piperidin-1-yl)-2-oxoacetamide